C(=CCCCCCCCCCCCCC)C1C(=O)OC(C1)=O Pentadecenyl-succinic anhydride